CN1C=C(C=CC1=O)C1=CN(CCC1)C(=O)OC(C)(C)C tert-Butyl 1'-methyl-6'-oxo-1',5,6,6'-tetrahydro-[3,3'-bipyridine]-1(4H)-carboxylate